O=C(C(=O)O)CC=C 2-keto-4-pentenoic acid